3-Methyl-4-butylphenol CC=1C=C(C=CC1CCCC)O